FC1=CC=C(C=C1)[N+]([O-])=NC1=CC=CC=C1 p-fluoroazoxybenzene